COC=1C=C(CCNC(C)(C)C)C=C(C1)OC N-(3,5-dimethoxyphenethyl)-2-methylpropane-2-amine